FC1=C(C=CC(=C1)[N+](=O)[O-])C1=CC2COCC(C1)C21OCCO1 7'-(2-fluoro-4-nitro-phenyl)spiro[1,3-dioxolane-2,9'-3-oxabicyclo[3.3.1]non-6-ene]